N1C(C=CC=C1)=O pyridinon